S1C2=C(C=C1)C1C(COCC3C2O3)O1 thioldiglycidyl ether